CC1=CC2=C(N=C(N=C2N)NC2CCN(CC2)C)N=C1 6-methyl-N2-(1-methylpiperidin-4-yl)pyrido[2,3-d]pyrimidine-2,4-diamine